1-(2-Chloro-5-((4-(2-(4-chlorophenyl)imidazo[1,2-a]pyridin-3-yl)-1H-1,2,3-triazol-1-yl)methyl)-phenyl)ethan-1-one ClC1=C(C=C(C=C1)CN1N=NC(=C1)C1=C(N=C2N1C=CC=C2)C2=CC=C(C=C2)Cl)C(C)=O